N[C@H](C(=O)O)CC L-α-amino-butyric acid